[Si](C)(C)(C(C)(C)C)OCCN(CCCCCC(=O)OC(CCCCCC)CCCCCC)C(=O)SCCN(C)C tridecan-7-yl 6-((2-((tert-butyldimethylsilyl)oxy)ethyl)(((2-(dimethylamino)ethyl)thio)carbonyl)amino)hexanoate